CC=1N(C(=CC1)C)NC(=O)C1=NC(=CC=C1)O N-(2,5-dimethylpyrrol-1-yl)-6-hydroxy-pyridine-2-carboxamide